6-bromo-N-[2-(2,2-difluoroethoxy)-4-methoxy-pyrimidin-5-yl]-1H-indole-3-sulfonic acid amide BrC1=CC=C2C(=CNC2=C1)S(=O)(=O)NC=1C(=NC(=NC1)OCC(F)F)OC